1-(4-(6-chloro-7-(2-methoxy-phenyl)quinazolin-4-yl)piperazin-1-yl)prop-2-en-1-one ClC=1C=C2C(=NC=NC2=CC1C1=C(C=CC=C1)OC)N1CCN(CC1)C(C=C)=O